FC1=C(CN2CC(NC=3C=NC=4N=C(C=CC4C32)OC)=O)C(=CC(=C1)SCC1=CC=C(C=C1)OC)F 1-(2,6-difluoro-4-((4-methoxybenzyl)thio)benzyl)-8-methoxy-1,4-dihydropyrazino[2,3-c][1,8]naphthyridin-3(2H)-one